C(C1=CC=CC=C1)=C1C(C2(CCC1C2(C)C)C)=O benzylidene-bornan-2-one